FC(S(=O)(=O)[O-])(F)F.[In+3].FC(S(=O)(=O)[O-])(F)F.FC(S(=O)(=O)[O-])(F)F indium (3+) trifluoromethanesulfonate